CC1=C(CNC2=NC(=NC=C2)NC=2C=NN(C2)CC)C(=CC=C1)C 4-((2,6-dimethylbenzyl)amino)-2-((1-ethyl-1H-pyrazol-4-yl)amino)pyrimidin